NC=1C=CC(=C(C1)C(C(=O)O)O)C1=CC2=C(C=N1)N=CN2[C@H](C)C2=C(C(=CC=C2Cl)C2CC2)Cl 2-(5-amino-2-(1-((R)-1-(2,6-dichloro-3-cyclopropylphenyl)ethyl)-1H-imidazo[4,5-c]pyridin-6-yl)phenyl)-2-hydroxyacetic acid